6-Hydroxy-3,4-dihydro-1H-isochromen-1-on OC=1C=C2CCOC(C2=CC1)=O